FC1=C(C=C(OC2CC(C2)N)C=C1)C(F)(F)F ((1r,3r)-3-(4-fluoro-3-(trifluoromethyl)phenoxy)cyclobutyl)ammonia